Cl[Si](C)(C)CC[Si](C)(C)Cl chloro-[2-[chloro(dimethyl)silyl]ethyl]-dimethyl-silane